C(C=C)C1=C(C(=O)O)C=C(C(=C1)OC)OC 2-allyl-4,5-dimethoxybenzoic acid